oxydiethylene ether phosphate potassium salt [K+].P(=O)([O-])([O-])[O-].O1CCOCC1.[K+].[K+]